C(C[Se])[C@@H](C(=O)O)N The molecule is a selenoamino acid that is the selenium analogue of L-homocysteine. It has a role as a mammalian metabolite. It is a tautomer of a L-selenohomocysteine zwitterion.